COC(CNCC(OC)C)C di(2-methoxy-2-methylethyl)amine